1-(4-amino-1,2,5-oxadiazol-3-yl)-N'-(3-(trifluoromethoxy)benzyl)-1H-1,2,3-triazole-4-carbohydrazide NC=1C(=NON1)N1N=NC(=C1)C(=O)NNCC1=CC(=CC=C1)OC(F)(F)F